ClC1=CC=C(C=C1)C1=CC=NC(N1[C@H](CO)C)C=1C=NC=CC1 6-(4-Chlorophenyl)-N-[(2S)-1-hydroxypropan-2-yl]-2-(pyridin-3-yl)pyrimidin